FC(C=1C=CC(=NC1)NC1=CC=C(C=C1)S(=O)(=O)N)(F)F 4-((5-(trifluoromethyl)pyridine-2-yl)amino)benzenesulfonamide